ClC1=C(C=CC(=C1)Cl)C1=NN=CS1 5-(2,4-dichlorophenyl)-1,3,4-thiadiazole